tert-butyl 4-(1-(4-(2,6-difluoro-4-nitrophenyl)piperazin-1-yl)ethyl)piperidine-1-carboxylate FC1=C(C(=CC(=C1)[N+](=O)[O-])F)N1CCN(CC1)C(C)C1CCN(CC1)C(=O)OC(C)(C)C